F[C@H]1[C@@H]2CCC[C@H](C[C@H]1OC1=CC=C(N=N1)C1=C(C=C(C=C1)C=1C(=NOC1)C)O)N2 2-(6-(((1s,2s,3r,5r)-2-fluoro-9-azabicyclo[3.3.1]non-3-yl)oxy)pyridazin-3-yl)-5-(3-methylisoxazol-4-yl)phenol